C(=O)C1=CC=C(C=C1)C1=C(C=C(C(=C1)C1=CC=C(C=C1)C=O)C1=CC=C(C=C1)C=O)C1=CC=C(C=C1)C=O 1,2,4,5-tetra(4-formylphenyl)benzene